5-Methyl-2,4-dichloropyrimidine CC=1C(=NC(=NC1)Cl)Cl